(3R,7S)-2-(3,4-dichlorobenzoyl)-N,3-dimethyl-10-oxo-9-((S)-1-(pyridin-2-yl)Ethyl)-1,2,3,4,7,8,9,10-octahydropyrido[4',3':3,4]Pyrazolo[1,5-a]Pyrazine-7-carboxamide ClC=1C=C(C(=O)N2CC=3C(=NN4C3C(N(C[C@H]4C(=O)NC)[C@@H](C)C4=NC=CC=C4)=O)C[C@H]2C)C=CC1Cl